2-(acetoacetylamino)butyl benzoate C(C1=CC=CC=C1)(=O)OCC(CC)NC(CC(=O)C)=O